(trans)-4-aminotetralin-3-carbonitrile N[C@H]1[C@@H](CCC2=CC=CC=C12)C#N